C(C)OC(CNC(=O)C1CC(CCC1C(C)C)C)=O Nα-(menthanecarbonyl)glycine ethylester